NC=1C(=NC=C(C1)C1=CC(=CC=C1)OC)C(=O)NCCOCCNCC(=O)N1CCN(CC1)C(C1=C(C=CC(=C1)CC1=NNC(C2=CC=CC=C12)=O)F)=O 3-amino-N-[2-[2-[[2-[4-[2-fluoro-5-[(4-oxo-3H-phthalazin-1-yl)methyl]benzoyl]piperazin-1-yl]-2-oxo-ethyl]amino]ethoxy]ethyl]-5-(3-methoxyphenyl)pyridine-2-carboxamide